C(#N)C1(CC1)NS(=O)(=O)C1=CC2=C(NC(N2C=2SC(=NN2)C)=O)C=C1 N-(1-cyanocyclopropyl)-3-(5-methyl-1,3,4-thiadiazol-2-yl)-2-oxo-1H-benzimidazole-5-sulfonamide